tert-butyl 2-amino-3-((tetrahydro-2H-pyran-4-yl)methoxy)isonicotinate NC=1C(=C(C(=O)OC(C)(C)C)C=CN1)OCC1CCOCC1